N-(5-(6-ethoxypyrazin-2-yl)pyridin-2-yl)-2-fluoro-2-(2-(methylthio)pyrimidin-4-yl)butanamide C(C)OC1=CN=CC(=N1)C=1C=CC(=NC1)NC(C(CC)(C1=NC(=NC=C1)SC)F)=O